BrC=1C=C(OC(=O)NC=2C=CC3=C(C(=CS3)C3=CCN4CCCC4C3)C2)C=CC1 5-(3-bromophenoxy)carbonylamino-3-(1,2,3,4,5,8-hexahydroindolizin-7-yl)-benzothiophene